ClC1=CC=C2C=CN=C(C2=C1)C#N 7-chloroisoquinoline-1-carbonitrile